[3-(bromomethyl)phenoxy](tert-butyl)dimethylsilane BrCC=1C=C(O[Si](C)(C)C(C)(C)C)C=CC1